CC1=NC(=NC=C1)[C@@H]1[C@H](C1)C(=O)N |r| rac-(1S*,2S*)-2-(4-methylpyrimidin-2-yl)cyclopropane-1-carboxamide